ClC1=CC=2N(C(N(C=3N=CC=CC3C2C=C1)CC)=O)C1=C(C=C(C=C1F)NCCNC1COCC1)F 13-chloro-10-[2,6-difluoro-4-({2-[(oxolan-3-yl)amino]ethyl}amino)phenyl]-8-ethyl-6,8,10-triazatricyclo[9.4.0.02,7]pentadeca-1(11),2(7),3,5,12,14-hexaen-9-one